fluoren-2-amine C1=C(C=CC=2C3=CC=CC=C3CC12)N